N-chlorotrimethylammonium chloride [Cl-].Cl[N+](C)(C)C